4-bromo-7-methoxy-1-toluenesulfonyl-1H-pyrrolo[2,3-c]pyridine BrC1=C2C(=C(N=C1)OC)N(C=C2)S(=O)(=O)CC2=CC=CC=C2